ClC1=C2C(=NC=C1)NCC2(C2CC2)C=2C=C(C=CC2)N2C(CN(CC2)C(=O)OCC2CCN(CC2)C=2C=C1C(N(C(C1=CC2)=O)C2C(NC(CC2)=O)=O)=O)=O {1-[2-(2,6-dioxopiperidin-3-yl)-1,3-dioxoisoindol-5-yl]piperidin-4-yl}methyl 4-(3-{4-chloro-3-cyclopropyl-1H-pyrrolo[2,3-b]pyridin-3-yl}phenyl)-3-oxopiperazine-1-carboxylate